CON1C(=C(C2=CC=CC=C12)C)S(=O)(=O)C1=CC(=C(C=C1)OC)N1CCNCC1 methoxy-2-((4-methoxy-3-(piperazin-1-yl)phenyl)sulfonyl)-3-methyl-1H-indole